(4-Ethynyl-3-fluoro-phenyl)-{6-[(methyl-d3)-(7H-pyrrolo[2,3-d]pyrimidin-4-yl)-amino]-2-aza-spiro[3.3]hept-2-yl}-methanone C(#C)C1=C(C=C(C=C1)C(=O)N1CC2(C1)CC(C2)N(C=2C1=C(N=CN2)NC=C1)C([2H])([2H])[2H])F